(2-ethoxy-2-oxo-ethyl) 1-(2-chloro-4-fluoro-5-nitro-phenoxy)-cyclopropanecarboxylate ClC1=C(OC2(CC2)C(=O)OCC(=O)OCC)C=C(C(=C1)F)[N+](=O)[O-]